C(CCCCC)(=O)N[C@H]1C(O)O[C@@H]([C@H]([C@@H]1O)O)CO N-hexanoylglucosamine